C1CCCC12CCNCC2 8-azaspiro[4.5]decan